5-Bromo-4-(4-fluorophenyl)-6-hydrazinylpyrimidin-2-amine BrC=1C(=NC(=NC1NN)N)C1=CC=C(C=C1)F